[(2-Methoxy-2-oxoethyl)-amino]-(oxo)-methane-sulfinic acid COC(CNC(S(=O)O)=O)=O